methyl 4-amino-7-bromo-1-(4-(dimethylcarbamoyl)phenyl)-2-oxo-1,2-dihydroquinoline-3-carboxylate NC1=C(C(N(C2=CC(=CC=C12)Br)C1=CC=C(C=C1)C(N(C)C)=O)=O)C(=O)OC